2-[4-cyclopropyl-6-(difluoromethoxy)pyrimidin-5-yl]-4-[[6-[1-cyclopropyl-4-(trifluoromethyl)imidazol-2-yl]-5-fluoro-3-pyridyl]methoxy]-5-methyl-pyrrolo[3,2-d]pyrimidine C1(CC1)C1=NC=NC(=C1C=1N=C(C2=C(N1)C=CN2C)OCC=2C=NC(=C(C2)F)C=2N(C=C(N2)C(F)(F)F)C2CC2)OC(F)F